BrC1=C(C=2C(=NC=C3C2C2(C(N3C)=O)CCCC2)N1S(=O)(=O)C1=CC=CC=C1)C=1C=C2C=NN(C2=CC1)C 2'-bromo-6'-methyl-1'-(1-methyl-1H-indazol-5-yl)-3'-(phenylsulfonyl)-3',6'-dihydro-7'H-spiro[cyclopentane-1,8'-dipyrrolo[2,3-b:3',2'-d]pyridin]-7'-one